C(C)S(=O)(=O)C1=C(N=C(N1C)C1=CC=C(C=C1)C1(CC1)C#N)N1CC2=NC=C(C=C2C1=O)C(F)(F)F 1-[4-[5-ethylsulfonyl-1-methyl-4-[5-oxo-3-(trifluoromethyl)-7H-pyrrolo[3,4-b]pyridin-6-yl]imidazol-2-yl]phenyl]cyclopropane-carbonitrile